ClC=1C(=NC(=C(C1)Cl)N1CCOCC1)CS(=O)(=O)Cl (3,5-dichloro-6-morpholinopyridin-2-yl)methylsulfonyl chloride